FC1=C(OC=2C=C3C=NN(C3=CC2OCC2CNCCO2)CC(C)C)C=CC(=C1)F 5-(2,4-difluorophenoxy)-1-isobutyl-6-(morpholin-2-ylmethoxy)-1H-indazole